O=C(NCC)CCOCCOCCOCCOCCOCCC(=O)O 4-oxo-7,10,13,16,19-pentaoxa-3-azadocosan-22-oic acid